2-methyl-2-(2-(methyl(2-oxo-4-(o-tolyl)-2H-chromen-7-yl)amino)acetamido)propanoic acid CC(C(=O)O)(C)NC(CN(C1=CC=C2C(=CC(OC2=C1)=O)C1=C(C=CC=C1)C)C)=O